thiophene-2-carboxylic acid copper (i) Diethyl-(4-(8-(2-bromophenethyl)-7-isopropyl-2,6-dioxo-1-(prop-2-yn-1-yl)-1,2,6,7-tetrahydro-3H-purin-3-yl)butyl)phosphonate C(C)OP(OCC)(=O)CCCCN1C(N(C(C=2N(C(=NC12)CCC1=C(C=CC=C1)Br)C(C)C)=O)CC#C)=O.[Cu+].S1C(=CC=C1)C(=O)O